2-[2-Amino-7-oxo-4-(propan-2-yl)-6H,7H-thieno[2,3-d]pyridazin-6-yl]-N-(pyrimidin-2-yl)acetamide NC1=CC2=C(C(N(N=C2C(C)C)CC(=O)NC2=NC=CC=N2)=O)S1